C(C)(C)(C)C1=CC(=CC=C1O)O 6-tertiary butyl-hydroquinone